CC=1C=C2C=CN(C2=CC1)C(=O)NCC1=CC=C(C=C1)S(=O)(=O)N1CCCCC1 5-methyl-N-(4-(piperidin-1-ylsulfonyl)benzyl)-1H-indole-1-carboxamide